ClC=1C(=NC(=NC1)NC1COC1)C1=CC=C2CN(C(C2=C1)=O)[C@@H](C(=O)N[C@H](CO)C1=NC(=CC=C1)N(C)C)C (2R)-2-(6-{5-Chloro-2-[(oxetan-3-yl)amino]pyrimidin-4-yl}-1-oxo-2,3-dihydro-1H-isoindol-2-yl)-N-[(1S)-1-[6-(dimethylamino)pyridin-2-yl]-2-hydroxyethyl]propanamid